(trifluoromethyl)-5,6-dihydro-4H-indazol-7-one FC(F)(F)C1=NNC=2C(CCCC12)=O